(7-(4-(4-(benzo[b]thiophen-4-yl)piperazin-1-yl)butoxy)quinolin-2-yloxy)methyl isobutyrate C(C(C)C)(=O)OCOC1=NC2=CC(=CC=C2C=C1)OCCCCN1CCN(CC1)C1=CC=CC=2SC=CC21